(E)-4-(3-(2-(1H-indole-2-carbonyl)hydrazino)-3-oxoprop-1-en-1-yl)-1-hexylpyridine N1C(=CC2=CC=CC=C12)C(=O)NNC(/C=C/C1=CCN(C=C1)CCCCCC)=O